benzyl ((5-(4-((1-methylpiperidin-4-yl)amino)-1-(2,2,2-trifluoroethyl)-1H-indol-2-yl)-1,2,4-oxadiazol-3-yl)methyl)carbamate CN1CCC(CC1)NC1=C2C=C(N(C2=CC=C1)CC(F)(F)F)C1=NC(=NO1)CNC(OCC1=CC=CC=C1)=O